C(\C=C/CCCCCCC)(=O)O (Z)-dec-2-enoic acid